COC1(CC=C(C=CC2=CC(O)=CC(O)=C2)C=C1)O 4'-Methoxyresveratrol